P(OC1=C(C=CC=C1)C(CC)(C)C)(OC1=C(C=CC=C1)C(CC)(C)C)OC1=C(C=CC=C1)C(CC)(C)C tris[2-(1,1-dimethylpropyl) phenyl] phosphite